N-(4-ethoxy-5-methoxy-2-(3-(4-(3-oxopropyl)phenyl)propanoyl)phenethyl)acetamide C(C)OC1=CC(=C(CCNC(C)=O)C=C1OC)C(CCC1=CC=C(C=C1)CCC=O)=O